5-(isothiazol-5-yl)-7-methyl-N-(2-methylbut-3-yn-2-yl)pyrazolo[1,5-a]Pyrimidine S1N=CC=C1C1=NC=2N(C(=C1)C)N(CC2)C(C)(C#C)C